bis(4-((9-hexyl-9H-carbazol-3-yl)ethynyl)phenyl)methanone C(CCCCC)N1C2=CC=CC=C2C=2C=C(C=CC12)C#CC1=CC=C(C=C1)C(=O)C1=CC=C(C=C1)C#CC=1C=CC=2N(C3=CC=CC=C3C2C1)CCCCCC